2,2-dimethylbutyrate CC(C(=O)[O-])(CC)C